(S)-2-(3-chloro-4-((3-(4-methoxy-3-(pentyloxy)phenyl)-6-methyl-2-oxotetrahydropyrimidin-1(2H)-yl)methyl)-1H-pyrrolo[2,3-b]pyridin-1-yl)-N,N-dimethylacetamide ClC1=CN(C2=NC=CC(=C21)CN2C(N(CC[C@@H]2C)C2=CC(=C(C=C2)OC)OCCCCC)=O)CC(=O)N(C)C